4,6-Dichloro-5-((4-cyclobutylbenzyl)oxy)-1H-indole-2-carboxylic acid ClC1=C2C=C(NC2=CC(=C1OCC1=CC=C(C=C1)C1CCC1)Cl)C(=O)O